(S)-6-(2-amino-4-methylthiazol-5-yl)-2-(1-cyclopropylethyl)-4-(4-methoxypiperidin-1-yl)-1,2-dihydro-3H-pyrrolo[3,4-c]pyridin-3-one NC=1SC(=C(N1)C)C1=CC2=C(C(=N1)N1CCC(CC1)OC)C(N(C2)[C@@H](C)C2CC2)=O